5-([1,1'-biphenyl]-4-yl)-2-methyl-4-oxo-pentanoic acid calcium salt [Ca+2].C1(=CC=C(C=C1)CC(CC(C(=O)[O-])C)=O)C1=CC=CC=C1.C1(=CC=C(C=C1)CC(CC(C(=O)[O-])C)=O)C1=CC=CC=C1